C(C)(C)(C)C=1C=C(C=C(C1O)C(C)(C)C)C(CC(=O)O)C 3-(3,5-di-tert-butyl-4-hydroxyphenyl)butyric acid